acetic acid 2,5-dioxopyrrolidin-1-yl ester O=C1N(C(CC1)=O)OC(C)=O